6-chloro-2-[(8-methoxy-3,4-dihydro-1H-isoquinolin-2-yl)methyl]-3H-quinazolin-4-one ClC=1C=C2C(NC(=NC2=CC1)CN1CC2=C(C=CC=C2CC1)OC)=O